Cl.N[C@@H]1CN(CCC1)C1=CC(=NC=C1C=1C=NN(C1)CC(F)(F)F)NC1=NC(=C(C#N)C=C1)C1=C(C=C(C=C1OC)F)F 6-((4-((S)-3-aminopiperidin-1-yl)-5-(1-(2,2,2-trifluoroethyl)-1H-pyrazol-4-yl)pyridin-2-yl)amino)-2-(2,4-difluoro-6-methoxyphenyl)nicotinonitrile hydrochloride